ClC1=NC=C(C(=N1)Cl)N1CCN(CC1)C 2,4-Dichloro-5-(4-methylpiperazin-1-yl)pyrimidine